C(C)(C)(C)C1=CC=C(C=C1)[C@@H]1P([C@@H](C=C1)C1=CC=C(C=C1)C(C)(C)C)(N(C)C)=O |r| rac-(1S,2R,5S)-2,5-bis(4-tert-butylphenyl)-1-(dimethylamino)-2,5-dihydro-phosphole-1-oxide